FC(C(=O)O)(F)F.ClC1=CNC2=NC=C(C=C21)CNC([C@H](C)NC(=O)[C@@H]2NC[C@H](C2)CC2=CC(=NC=C2)C)=O (2R,4S)-N-((S)-1-(((3-chloro-1H-pyrrolo[2,3-b]pyridin-5-yl)methyl)amino)-1-oxopropan-2-yl)-4-((2-methylpyridin-4-yl)methyl)pyrrolidine-2-carboxamide trifluoroacetate